N[C@H]1CN(CCC1)C(=O)C=1C=C(C=2N(C1)N=C(C2C)C=2N(C1=CC(=CC=C1C2)N2CCC(CC2)N(C(OC)=O)C)CC2CC2)OC methyl N-[1-(2-{6-[(3R)-3-aminopiperidine-1-carbonyl]-4-methoxy-3-methylpyrazolo[1,5-a]pyridin-2-yl}-1-(cyclopropylmethyl)-1H-indol-6-yl) piperidin-4-yl]-N-methylcarbamate